C[C@@H](CCCC(=O)O)CC[C@@H](CCC=C)C(=C)C.C(C)(=O)OCC[C@H](CC[C@@H](CCC=C)C(=C)C)C (3S,6R)-3-methyl-6-isopropenyl-9-decen-1-yl acetate ((3S,6R)-3-methyl-6-isopropenyl-9-decen-1-yl acetate)